8-chloro-N-cyclopropyl-7,9-dimethyl-pyrido[3',2':4,5]thieno[3,2-d]pyrimidin-4-amine dihydrochloride Cl.Cl.ClC1=C(C2=C(SC3=C2N=CN=C3NC3CC3)N=C1C)C